NC1=NN2C(C=C(C=C2)C=2C=C(C(=NC2C)OC)C(=O)NCC2=C(C=CC=C2F)OCC2CCCC2)=N1 5-{2-amino-[1,2,4]triazolo-[1,5-a]pyridin-7-yl}-N-{[2-(cyclopentylmethoxy)-6-fluorophenyl]methyl}-2-methoxy-6-methylpyridine-3-carboxamide